C(CC)C(CO)CCCCCCCCCCCCC 2-propyl-1-pentadecyl alcohol